C(C)(C)(C)OC(=O)N1CC(CC1)(O)C1=CC2=C(N=CN=C2Cl)N1C 3-{4-chloro-7-methyl-7H-pyrrolo[2,3-d]Pyrimidin-6-yl}-3-hydroxypyrrolidine-1-carboxylic acid tert-butyl ester